1,7-di(4-methoxyphenyl)-1,4-heptadiene COC1=CC=C(C=C1)C=CCC=CCCC1=CC=C(C=C1)OC